FC1=CC=C(OCC2N(C3CC(C2)C3)C(=O)C=3N=C(SC3C3=CC=CC=C3)OC)C=C1 3-[(4-Fluorophenoxy)methyl]-2-(2-methoxy-5-phenyl-1,3-thiazol-4-carbonyl)-2-azabicyclo[3.1.1]heptan